NC1=C(SC2=NC(=CC=C21)C)C(=O)N[C@@H]2CC=1C=CC(=NC1C1(C2)CC1)N1CCNCC1 3-amino-6-methyl-N-[(6'S)-2'-(piperazin-1-yl)-6',7'-dihydro-5'H-spiro[cyclopropane-1,8'-quinoline]-6'-yl]thieno[2,3-b]pyridine-2-carboxamide